BrC1=CC=C(C=C1)C12C(C=3C=NC(=CC3O1)Cl)(C(C(C2C2=CC=CC=C2)C(=O)O)O)O 5a-(4-bromophenyl)-3-chloro-8,8a-dihydroxy-6-phenyl-5a,7,8,8a-tetrahydro-6H-cyclopenta[4,5]furo[3,2-c]pyridine-7-carboxylic acid